CC(C)(C1=C(C(=C(C=C1)CO)O)CO)C1=C(C(=C(C=C1)CO)O)CO (1-methylethylidene)bis[2-hydroxy-1,3-benzenedimethanol]